(3-cyano-6-(1-methyl-1H-pyrazol-4-yl)pyrazolo[1,5-a]pyridine-4-yl)boronic acid C(#N)C=1C=NN2C1C(=CC(=C2)C=2C=NN(C2)C)B(O)O